N-(3-chlorophenyl)cyclopropanesulfonamide ClC=1C=C(C=CC1)NS(=O)(=O)C1CC1